C1(CC1)CN1CC(C1)(F)C#CC1=CC2=C(OC[C@@H](C(N2C)=O)NC(C2=NC=CC(=C2)OC2=CC=CC=C2)=O)C=C1 (S)-N-(7-((1-(cyclopropylmethyl)-3-fluoroazetidin-3-yl)ethynyl)-5-methyl-4-oxo-2,3,4,5-tetrahydrobenzo[b][1,4]oxazepin-3-yl)-4-phenoxypicolinamide